6-bromo-5-methyl-1-(trifluoromethyl)-4,5-dihydro-[1,2,4]triazolo[4,3-a]quinoxaline BrC1=C2N(CC=3N(C2=CC=C1)C(=NN3)C(F)(F)F)C